FC1=C(C=CC=C1)C1=C(N=C(S1)CC=1SC(=CC1)C1=CC=C(C=C1)F)C(=O)N (2-fluorophenyl)-((5-(4-fluorophenyl)thiophen-2-yl)methyl)thiazole-4-carboxamide